3-(4,4-difluorocyclohexyl)-4-(1H-imidazol-1-yl)aniline FC1(CCC(CC1)C=1C=C(N)C=CC1N1C=NC=C1)F